ClC=1C2=C(SC1C(=O)N[C@@H](C(=O)O)CC1=CC=CC=C1)C=C(C=C2)C(F)(F)F (R)-2-(3-chloro-6-(trifluoromethyl)benzo[b]thiophene-2-carboxamido)-3-phenylpropanoic acid